BrC=1C(=CN2N=CN=C(C21)O[C@@H](C(=O)OC)CC2=C(C=CC=C2)OCC2CC2)C2=CC=C(C=C2)F methyl (2R)-2-[5-bromo-6-(4-fluorophenyl)pyrrolo[2,1-f][1,2,4]triazin-4-yl]oxy-3-[2-(cyclopropyl-methoxy)phenyl]propanoate